2-((3,6-dimethyl-1,3-dihydroisobenzofuran-5-yl)ethynyl)-N-(4,5-dimethylisoxazol-3-yl)-N-(methoxymethyl)pyridine-3-sulfonamide CC1OCC2=CC(=C(C=C12)C#CC1=NC=CC=C1S(=O)(=O)N(COC)C1=NOC(=C1C)C)C